(S)-(4-isopropylphenyl)(phenyl)methylammonium chloride [Cl-].C(C)(C)C1=CC=C(C=C1)[NH2+]CC1=CC=CC=C1